(R)-2-methyl-1-(pyrrolidin-2-yl)propan-2-ol CC(C[C@@H]1NCCC1)(C)O